(2-ethoxy-3-pyridyl)-5-isopropyl-7-methyl-N-[(2-methyltriazol-4-yl)methyl]imidazo[1,5-b]pyridazin-4-amine C(C)OC1=NC=CC=C1C=1C=C(C=2N(N1)C(=NC2C(C)C)C)NCC2=NN(N=C2)C